(S,E)-N7-(1-((7-(2,4-Difluorophenoxy)-1H-benzo[d]imidazol-2-yl)methyl)-2-oxo-1,2-dihydropyridin-3-yl)-N1,N1-dimethyl-6-(oxazol-2-carboxamido)hept-2-endiamid FC1=C(OC2=CC=CC3=C2NC(=N3)CN3C(C(=CC=C3)NC([C@H](CC/C=C/C(=O)N(C)C)NC(=O)C=3OC=CN3)=O)=O)C=CC(=C1)F